2-Isopropoxy-5-methyl-4-(piperidin-4-yl)aniline hydrochloride Cl.C(C)(C)OC1=C(N)C=C(C(=C1)C1CCNCC1)C